FC1(CC2(C1)CC(C2)C2(C=CN=C1N2NC(=C1C(=O)N)COC)C(=O)N)F 7-(2,2-difluorospiro[3.3]heptan-6-yl)-2-(methoxymethyl)pyrazolo[1,5-a]pyrimidine-3,7-dicarboxamide